BrC1=C(C(=CC(=C1)C(C(F)(F)F)(C(F)(F)F)F)C(F)(F)F)NC(C1=C(C(=CC=C1)[N+](=O)[O-])F)=O N-(2-bromo-4-(perfluoropropane-2-yl)-6-(trifluoromethyl)phenyl)-2-fluoro-3-nitrobenzamide